C(CC)N1C(N(CC1)CCC)=O N,N'-dipropyl-imidazolidinone